4-amyl-2,5-dimethoxy-amphetamine C(CCCC)C1=CC(=C(CC(N)C)C=C1OC)OC